C(C)(C)(C)OC(=O)N(C/C=C/C(=O)OC)[C@H]1COCC1 methyl (R,E)-4-((tert-butoxycarbonyl)(tetrahydrofuran-3-yl)amino)but-2-enoate